chloro-N-(4,4-difluoropyrrolidin-3-yl)-3-nitroquinolin-4-amine ClC1=NC2=CC=CC=C2C(=C1[N+](=O)[O-])NC1CNCC1(F)F